trans-1-[(cyclopropylamino)methyl]-2-phenyl-cyclopropanamine C1(CC1)NC[C@@]1([C@@H](C1)C1=CC=CC=C1)N